[5-({1-[(2E)-2-(aminomethyl)-3-fluoroprop-2-en-1-yl]-5-oxo-1,5-dihydro-4H-1,2,4-triazol-4-yl}methyl)thiophen-2-yl]-1,4-dihydro-2H-pyrido[2,3-d][1,3]oxazin-2-one NC/C(/CN1N=CN(C1=O)CC1=CC=C(S1)N1C(OCC2=C1N=CC=C2)=O)=C\F